6-hydroxy-3-methylquinolin-2(1H)-one OC=1C=C2C=C(C(NC2=CC1)=O)C